ClC1=C(C=CC=C1)[C@H]1[C@](CN(C1)C(=O)OC(C)(C)C)(C(=O)OCC)C 1-(tert-butyl) 3-ethyl (3R,4R)-4-(2-chlorophenyl)-3-methylpyrrolidine-1,3-dicarboxylate